N-myristoyl-glycyl-L-threonyl-L-asparaginyl-L-leucyl-L-seryl-L-valyl-L-proline C(CCCCCCCCCCCCC)(=O)NCC(=O)N[C@@H]([C@H](O)C)C(=O)N[C@@H](CC(N)=O)C(=O)N[C@@H](CC(C)C)C(=O)N[C@@H](CO)C(=O)N[C@@H](C(C)C)C(=O)N1[C@@H](CCC1)C(=O)O